2-bromo-1-(3,3-difluorocyclobutyl)ethan-1-one tert-butyl-(2S)-2-{[(tert-butyldimethylsilyl)oxy]methyl}-6-oxo-1,4-oxazepane-4-carboxylate C(C)(C)(C)OC(=O)N1C[C@H](OCC(C1)=O)CO[Si](C)(C)C(C)(C)C.BrCC(=O)C1CC(C1)(F)F